1-(tert-butyl) 4-methyl 4-fluoroazepane-1,4-dicarboxylate FC1(CCN(CCC1)C(=O)OC(C)(C)C)C(=O)OC